S1C(SCCC1)C=1C=C(C(=O)O)C=C(C1OCC1=CC=C(C=C1)OC)F 3-(1,3-Dithian-2-yl)-5-fluoro-4-(4-methoxyphenylmethoxy)benzoic acid